2,2-dimethyl-4-phenyl-2H-benzo[e][1,3]oxazin-3(4H)-ol CC1(OC2=C(C(N1O)C1=CC=CC=C1)C=CC=C2)C